C(C)(C)(C)OC(=O)N1[C@@H](C(=C[C@H](C1)N(S(=O)(=O)C1=C(C=CC=C1)[N+](=O)[O-])OCC=C)C1CC1)CO (2S,5R)-5-(N-(allyloxy)-2-nitrophenylsulfonamido)-3-cyclopropyl-2-(hydroxymethyl)5,6-dihydropyridine-1(2H)-carboxylic acid tert-butyl ester